Ethyl (5-(2-fluoro-5-((8-fluoro-4-oxo-3,4-dihydrophthalazin-1-yl)methyl) phenyl)-1H-benzoimidazol-2-yl)carbamate FC1=C(C=C(C=C1)CC1=NNC(C2=CC=CC(=C12)F)=O)C1=CC2=C(NC(=N2)NC(OCC)=O)C=C1